Tert-butyl (3S)-3-[[4-[6-bromo-7-fluoro-1-(2-trimethylsilylethoxymethyl) indol-3-yl]-5-chloro-pyrimidin-2-yl]amino]piperidine-1-carboxylate BrC1=CC=C2C(=CN(C2=C1F)COCC[Si](C)(C)C)C1=NC(=NC=C1Cl)N[C@@H]1CN(CCC1)C(=O)OC(C)(C)C